C(C=C)(=O)N1[C@H](C=2NC3=CC=CC=C3C2C[C@@H]1C(=O)OC)C1=CC=C(C=C1)C(=O)N1CCN(CC1)CCCCCCNC(CC12CC3CC(CC(C1)C3)C2)=O methyl (1S,3R)-2-propenoyl-1-(4-(4-(6-(2-((3R,5R,7R)-adamantan-1-yl) acetamido) hexyl) piperazine-1-carbonyl) phenyl)-2,3,4,9-tetrahydro-1H-pyrido[3,4-b]indole-3-carboxylate